methylcyclohexadienyl-ruthenium C[Ru]C1=CC=CCC1